FC1=C(OC=2N=CC(=NC2)NC([C@H](C)N2CC(N(CC2)C(=O)C=2N=CC(N(C2)C=2C=NN(C2)C2OCCCC2)=O)(C)C)=O)C=CC(=C1)F (2S)-N-[5-(2,4-difluorophenoxy)pyrazin-2-yl]-2-(3,3-dimethyl-4-{4-[1-(oxan-2-yl)pyrazol-4-yl]-5-oxopyrazine-2-carbonyl}piperazin-1-yl)propanamide